FC1=C(C=O)C(=CC(=C1)B1OC(C(O1)(C)C)(C)C)F 2,6-difluoro-4-(4,4,5,5-tetramethyl-1,3,2-dioxaborolan-2-yl)benzaldehyde